1-Boc-4-(2-chloroethyl)piperazine C(=O)(OC(C)(C)C)N1CCN(CC1)CCCl